(6,6,9-trimethyl-3,5,6,8-tetrahydro-1H-7-oxa-2,4-diaza-cyclopenta[b]naphthalen-2-yl)-methanone CC1(CC=2N=C3C(=C(C2CO1)C)CN(C3)C=O)C